3,4-Difluorocinnamoyl chloride FC=1C=C(C=CC(=O)Cl)C=CC1F